3,5-DIIODO-4-METHYL-2-PYRROLECARBOXALDEHYDE IC1=C(NC(=C1C)I)C=O